C1(=CC=CC=C1)[C@H]1[C@@H](C1)C(=O)N1CCN(CC1)C(CSC1=C(C=CC=C1)C)=O 1-(4-(trans-2-phenylcyclopropanecarbonyl)-piperazin-1-yl)-2-(o-tolylthio)ethanone